[Cu].[Pd].[Ag] silver-palladium copper